CC1(OB(OC1(C)C)CCC[C@]12[C@H](CN([C@@H]1C(=O)OC)C(=O)OC(C)(C)C)OCC2)C (3aR,4S,6aR)-5-tert-butyl 4-methyl 3a-(3-(4,4,5,5-tetramethyl-1,3,2-dioxaborolan-2-yl)propyl)tetrahydro-2H-furo[2,3-c]pyrrole-4,5(3H)-dicarboxylate